(S)-4-fluoro-N-(1-(4-(N-(2-methyl-4-morpholinobut-2-yl)sulfamoyl)phenylamino)-1-oxo-3-phenylpropan-2-yl)benzamide FC1=CC=C(C(=O)N[C@H](C(=O)NC2=CC=C(C=C2)S(NC(C)(CCN2CCOCC2)C)(=O)=O)CC2=CC=CC=C2)C=C1